4-[[4-[3-[4-[Bis[2-[2-(2-methoxyethoxy)ethoxy]ethyl]amino]phenyl]-1-oxo-2-propenyl]phenyl]ethynyl]-2,6-pyridinedicarboxylic acid COCCOCCOCCN(C1=CC=C(C=C1)C=CC(=O)C1=CC=C(C=C1)C#CC1=CC(=NC(=C1)C(=O)O)C(=O)O)CCOCCOCCOC